3-(5-hydroxy-4-oxobenzo[d][1,2,3]triazin-3(4H)-yl)piperidin-2,6-dione OC1=CC=CC=2N=NN(C(C21)=O)C2C(NC(CC2)=O)=O